C(C)(C)[C@H]1CC[C@H](CC1)N1CCC(CC1)N1C(=CC2=CC=CC=C12)CNS(=O)(=O)C1=CC=C(C=C1)C N-((1-(1-(cis-4-isopropylcyclohexyl)piperidin-4-yl)-1H-indole-2-yl)methyl)-4-methylbenzenesulfonamide